C(C)(=O)OCCCCCCCC\C=C/C=C/CC (9Z,11E)-9,11-Tetradecadien-1-ol acetate